3-[5-fluoro-3-(4-hydroxyphenyl)pyridin-2-yl]-3-methoxy-5,5-dimethyl-6-oxocyclohex-1-ene-1-carbonitrile FC=1C=C(C(=NC1)C1(C=C(C(C(C1)(C)C)=O)C#N)OC)C1=CC=C(C=C1)O